6-(4-(9H-Purin-6-yl)-3,4-dihydro-2H-1,4-thiazin-6-yl)-2H-benzo[b][1,4]oxazin-3(4H)-one N1=CN=C2NC=NC2=C1N1CCSC(=C1)C1=CC2=C(OCC(N2)=O)C=C1